tert-butyl N-[6-(oxetan-3-yloxy)pyridazin-3-yl]carbamate O1CC(C1)OC1=CC=C(N=N1)NC(OC(C)(C)C)=O